FC(C1=CC=C(C=C1)C=1N(C(=CN1)C)CC1=C(OCCC[C@H](CC(=O)OCC)C)C=CC=C1)F ethyl (R)-6-(2-((2-(4-(difluoromethyl)phenyl)-5-methyl-1H-imidazol-1-yl)methyl)phenoxy)-3-methylhexanoate